2-((3-(2,6-Dioxopiperidin-3-yl)-1-methyl-1H-indazol-7-yl)oxy)-N-(2-(methyl-amino)-2-oxoethyl)acetamide O=C1NC(CCC1C1=NN(C2=C(C=CC=C12)OCC(=O)NCC(=O)NC)C)=O